4-chloro-5-fluoro-pyrimidine ClC1=NC=NC=C1F